1,15-difluoro-7-pentadecene FCCCCCCC=CCCCCCCCF